[NH4+].P(=O)(OC1CN(C1)C(CCCCC1=CC(=C(C=C1)CCCCCCC)OC)=O)(O)O 1-[5-(4-Heptyl-3-methoxyphenyl)pentanoyl]azetidin-3-yl dihydrogen phosphate ammonium salt